NC([C@@H]1[C@H](C[C@@H](O1)N1C(=O)NC(=O)C=C1)O)O 2'-deoxy-5'-aminouridine